(2R,3R)-Aromadendrin O1[C@@H]([C@@H](O)C(=O)C=2C(O)=CC(O)=CC12)C1=CC=C(O)C=C1